[N+](=O)([O-])C=1C=C(C=CC1)N1CCC(CC1)CN1CCC2(CC(C2)NC(OCC2=CC=CC=C2)=O)CC1 benzyl (7-((1-(3-nitrophenyl)piperidin-4-yl)methyl)-7-azaspiro[3.5]nonan-2-yl)carbamate